5-amino-N-(1-benzyl-2,2,2-trifluoro-ethyl)-2-methyl-benzenesulfonamide NC=1C=CC(=C(C1)S(=O)(=O)NC(C(F)(F)F)CC1=CC=CC=C1)C